dinitrosoruthenium N(=O)[Ru]N=O